N=1C=NN2C1C=C(C=C2)C2=CNC=1N=C(N=CC12)NC1CC(C1)(C)NC(C)=O N-((1r,3r)-3-((5-([1,2,4]triazolo[1,5-a]pyridin-7-yl)-7H-pyrrolo[2,3-d]pyrimidin-2-yl)amino)-1-methylcyclobutyl)acetamide